N-(5-(8-amino-3-((5,6-dihydro-11H-imidazo[1,2-a]pyrazolo[1,5-d][1,4]diazepin-8-yl)amino)-7-fluoroisoquinolin-6-yl)-4-methylpyridin-3-yl)methanesulfonamide NC=1C(=C(C=C2C=C(N=CC12)NC1=NN2CC=3N(CCC2=C1)C=CN3)C=3C(=C(C=NC3)NS(=O)(=O)C)C)F